Benzyl (2S,5S)-5-((4-(6-cyano-7-(1-oxidophospholan-1-yl)-1H-indol-3-yl)-5-(trifluoromethyl)pyrimidin-2-yl)amino)-2-methyl-piperidine-1-carboxylate C(#N)C1=CC=C2C(=CNC2=C1P1(CCCC1)=O)C1=NC(=NC=C1C(F)(F)F)N[C@H]1CC[C@@H](N(C1)C(=O)OCC1=CC=CC=C1)C